COC=1C=C(CCN=C=O)C=CC1OC 3,4-Dimethoxyphenethylisocyanat